[C@H]12OC[C@H](N(C1)CC1(CC1)COC1=NC=3C(=C(C4=C(C3C(=N1)N[C@H]1C(N(CC1)C)=O)COC4)Br)F)C2 (R)-3-((3-((1-(((1R,4R)-2-Oxa-5-azabicyclo-[2.2.1]heptan-5-yl)meth-yl)cyclopropyl)methoxy)-6-bromo-5-fluoro-7,9-dihydrofuro[3,4-f]quinazolin-1-yl)amino)-1-methylpyrrolidin-2-one